4-[2-[6,7-difluoro-1-(2-hydroxy-2-methyl-propyl)benzotriazol-5-yl]-5-formyl-phenyl]-2-fluoro-benzonitrile FC=1C(=CC2=C(N(N=N2)CC(C)(C)O)C1F)C1=C(C=C(C=C1)C=O)C1=CC(=C(C#N)C=C1)F